(rac)-tert-butyl-2'-{6-amino-5-[(1R)-1-(pyridin-2-yl)ethoxy]pyridin-3-yl}-5',6'-dihydrospiro[pyrrolidine-3,4'-pyrrolo[1,2-b]pyrazole]-1-carboxylate C(C)(C)(C)OC(=O)N1C[C@]2(CCN3N=C(C=C32)C=3C=NC(=C(C3)O[C@H](C)C3=NC=CC=C3)N)CC1 |&1:9|